3,4-DIMETHYLPHENYL ISOCYANIDE CC=1C=C(C=CC1C)[N+]#[C-]